5-[3-(1H-imidazol-4-yl)-6-(1-methoxyethyl)imidazo[1,2-a]pyrimidin-2-yl]-3-(trifluoromethyl)-1H-1,2,4-triazole N1C=NC(=C1)C1=C(N=C2N1C=C(C=N2)C(C)OC)C2=NC(=NN2)C(F)(F)F